(2S,4r)-4-hydroxy-1-((S)-2-(2-hydroxyacetamido)-3,3-dimethylbutyryl)-N-(4-(4-methylthiazol-5-yl)-2-(piperidin-4-yloxy)benzyl)pyrrolidine-2-carboxamide O[C@@H]1C[C@H](N(C1)C([C@H](C(C)(C)C)NC(CO)=O)=O)C(=O)NCC1=C(C=C(C=C1)C1=C(N=CS1)C)OC1CCNCC1